C(C)N1N=C(C=C1N1N=C(C(=C1C)[N+](=O)[O-])OCCCO)C 3-((2'-ethyl-5,5'-dimethyl-4-nitro-2'H-[1,3'-bipyrazol]-3-yl)oxy)propan-1-ol